(R)-8-(methylamino)-1,2,4a,5-tetrahydrobenzo[b]pyrazino[1,2-d][1,4]oxazine-3(4H)-carboxylic acid tert-butyl ester C(C)(C)(C)OC(=O)N1C[C@H]2N(C3=C(OC2)C=C(C=C3)NC)CC1